9,10-epoxy-octadecenoic acid C(C=CCCCCCC1C(CCCCCCCC)O1)(=O)O